N(=[N+]=[N-])C[C@@H]1[C@H]([C@H]([C@@H](O1)N1C(NC(C=C1)=O)=O)OC)O[Si](C)(C)C(C)(C)C 1-((2R,3R,4R,5R)-5-(azidomethyl)-4-((tert-butyldimethylsilyl)oxy)-3-methoxytetrahydrofuran-2-yl)pyrimidine-2,4(1H,3H)-dione